C(#N)N1C[C@]2(CCC2C1)NC(=O)C1=NNC(=C1)C1=C(C=NC=C1)NC1=CC=C(C=C1)F N-((1R)-3-cyano-3-azabicyclo[3.2.0]heptan-1-yl)-5-(3-((4-fluorophenyl)amino)pyridin-4-yl)-1H-pyrazole-3-carboxamide